(R)-4-cyano-N-((2-(6-((R)-3-methoxypyrrolidin-1-yl)pyrazin-2-yl)-1,6-naphthyridin-7-yl)methyl)-4-methylisochromane-6-carboxamide C(#N)[C@@]1(COCC2=CC=C(C=C12)C(=O)NCC1=NC=C2C=CC(=NC2=C1)C1=NC(=CN=C1)N1C[C@@H](CC1)OC)C